methyl 3-(3-((3'H-spiro[cyclopropane-1,2'-[1,4]oxazepino[7,6-g]quinoline]-4'(5'H)-yl) methyl)-4-methylphenyl)-3-(1,4-dimethyl-1H-benzo[d][1,2,3]triazol-5-yl)-2,2-dimethylpropionate O1C2(CN(CC=3C1=CC=1C=CC=NC1C3)CC=3C=C(C=CC3C)C(C(C(=O)OC)(C)C)C3=C(C1=C(N(N=N1)C)C=C3)C)CC2